[Cl-].[Cl-].C1=C(C=CC2=CC=CC=C12)C(=[Zr+2](C1=C(C=CC=2C3=CC=C(C=C3CC12)C(C)(C)C)C(C)(C)C)C1C=CC=C1)C1=CC2=CC=CC=C2C=C1 di(2-naphthyl)methylene(cyclopentadienyl)(2,7-di-t-butylfluorenyl)zirconium dichloride